6-[5-[2-[2-(4-chloro-2,3-dihydro-1H-inden-2-yl)ethylamino]ethyl]-2-oxo-1,3-oxazolidin-3-yl]-4H-pyrido[3,2-b][1,4]oxazin-3-one ClC1=C2CC(CC2=CC=C1)CCNCCC1CN(C(O1)=O)C=1C=CC=2OCC(NC2N1)=O